COC1=C2C=C(C(OC2=CC(=C1)OC)=O)C(C1=CC=C(C=C1)CCCCCCCCCCCC)=O 5,7-dimethoxy-3-(4-dodecylbenzoyl)coumarin